C1(CCCCC1)NC[SiH2]C(OC)OC N-Cyclohexylaminomethyldimethoxymethyl-silan